3-hydroxy-2-pyridinaldoxime OC=1C(=NC=CC1)C=NO